CN1C=CC=2C1=NC=CC2 1-methyl-1H-pyrrolo[2,3-b]Pyridine